C(#N)[C@H](C[C@H]1C(NCC1)=O)NC([C@H](CC1CC1)NC(=O)C=1NC2=CC=CC(=C2C1)OC)=O N-((S)-1-(((S)-1-cyano-2-((S)-2-oxopyrrolidin-3-yl)ethyl)amino)-3-cyclopropyl-1-oxopropan-2-yl)-4-methoxy-1H-indole-2-carboxamide